methyl 2,6-dichloro-5-(trifluoromethyl)-4-pyrimidine-carboxylate ClC1=NC(=C(C(=N1)C(=O)OC)C(F)(F)F)Cl